2-methyl-6-quinolin-7-yl-5-(1-{[1-(trifluoromethyl)cyclopropyl]methyl}-1H-pyrazol-4-yl)pyridine-3-carbonitrile CC1=NC(=C(C=C1C#N)C=1C=NN(C1)CC1(CC1)C(F)(F)F)C1=CC=C2C=CC=NC2=C1